C=1C=CN2C1C(C=CCC2)=O 5H-pyrrolo{1,2-a}azepin-9(6H)-one